(quinolin-6-yl)-2-(m-tolyl)acetamide N1=CC=CC2=CC(=CC=C12)C(C(=O)N)C=1C=C(C=CC1)C